C(C1=CC=CC=C1)[N+](C)(C)CC(C)O benzyl-(2-hydroxypropyl)dimethyl-ammonium